FC(C1=C(CC2=NC3=CC=CC=C3C=N2)C=CC=C1)(F)F (2-(trifluoromethyl)benzyl)quinazoline